N1C=NC2=C1C=CC(=C2)N2C(OC[C@@H]2C(C)C)=O (S)-3-(1H-benzo[d]imidazol-5-yl)-4-isopropyloxazolidin-2-one